4-((2-isopropyl-5-methylcyclohexyl)carbamoyl)benzoic acid methyl ester COC(C1=CC=C(C=C1)C(NC1C(CCC(C1)C)C(C)C)=O)=O